N-(5-(azetidin-1-yl)-4,6-dimethylpyrimidin-2-yl)-7-chloro-1-methyl-6-(pyrazolo[1,5-a]pyrazin-3-yloxy)-1H-imidazo[4,5-b]pyridin-2-amine N1(CCC1)C=1C(=NC(=NC1C)NC=1N(C=2C(=NC=C(C2Cl)OC=2C=NN3C2C=NC=C3)N1)C)C